ClC=1C=C(C=CC1)NC=1N(C2=NC(=NC=C2N1)NC1(CCOCC1)C)C1CCC(CC1)CO ((1r,4r)-4-(8-(3-chlorophenylamino)-2-(4-methyltetrahydro-2H-pyran-4-ylamino)-9H-purin-9-yl)cyclohexyl)methanol